triethyl-ethoxytin C(C)[Sn](OCC)(CC)CC